2-Ethyl 4,5-dimethyl 3-hydroxy-6-(4-methoxyphenethyl)pyridine-2,4,5-tricarboxylate OC=1C(=NC(=C(C1C(=O)OC)C(=O)OC)CCC1=CC=C(C=C1)OC)C(=O)OCC